CC1([C@H]2CN([C@@H]([C@@H]12)C(=O)OC)C(=O)C=1C=NN(C1)C1COC1)C methyl (1R,2S,5S)-6,6-dimethyl-3-[1-(oxetan-3-yl)-1H-pyrazole-4-carbonyl]-3-azabicyclo[3.1.0]hexane-2-carboxylate